BrC=1C=CC=C2C(=C(C(N(C12)C)=O)C#N)N1CCC(CC1)C=1OC2=C(N1)C=C(C=C2)C 8-Bromo-1-methyl-4-[4-(5-methyl-1,3-benzoxazol-2-yl)piperidin-1-yl]-2-oxo-1,2-dihydroquinoline-3-carbonitrile